C(C)OCC(C)OCC 1,2-diethoxypropane